(1R,5S)-3-(8-fluoro-7-(3-hydroxynaphthalen-1-yl)-2-(((S)-1-methylpyrrolidin-2-yl)methoxy)quinazolin-4-yl)-N-((R)-1-methylpyrrolidin-3-yl)-3,8-diazabicyclo[3.2.1]octane-8-sulfonamide FC=1C(=CC=C2C(=NC(=NC12)OC[C@H]1N(CCC1)C)N1C[C@H]2CC[C@@H](C1)N2S(=O)(=O)N[C@H]2CN(CC2)C)C2=CC(=CC1=CC=CC=C21)O